NC1=NNC2=CC=C(C=C12)C1=C2C(=NC=C1)N(C(=C2)C2=CC(=NC=C2)OCC2=NC=CC=C2)C(=O)OC(C)(C)C tert-butyl 4-(3-amino-1H-indazol-5-yl)-2-(2-(pyridin-2-ylmethoxy)pyridin-4-yl)-1H-pyrrolo[2,3-b]pyridine-1-carboxylate